2-((S)-1-(3-fluorobuta-1,3-dien-2-yl)-4-((R)-2'-(((S)-1-methylpyrrolidin-2-yl)methoxy)-3,4,5',8'-tetrahydro-1H,6'H-spiro[naphthalene-2,7'-quinazolin]-4'-yl)piperazin-2-yl)acetonitrile FC(C(=C)N1[C@H](CN(CC1)C1=NC(=NC=2C[C@]3(CCC12)CC1=CC=CC=C1CC3)OC[C@H]3N(CCC3)C)CC#N)=C